C(\C=C\C1=CC=C(C=C1)O)(=O)O[C@H]1[C@H](O)[C@@H](O)[C@H](O)[C@H](O1)CO 1-O-coumaroyl-β-D-glucose